(3S,8S,9S,10R,13S,14S,17R)-17-((S)-1-((3-(hydroxymethyl)pyridin-2-yl)oxy)propan-2-yl)-10,13-dimethyl-2,3,4,7,8,9,10,11,12,13,14,15,16,17-tetradecahydro-1H-cyclopenta[a]phenanthren-3-ol OCC=1C(=NC=CC1)OC[C@@H](C)[C@H]1CC[C@H]2[C@@H]3CC=C4C[C@H](CC[C@@]4([C@H]3CC[C@]12C)C)O